C1(CCCCC1)C1CC2CC(CCC2CC1)CC 2-cyclohexyl-7-ethyldecalin